5-[(3S,4R)-3,4-difluoropiperidin-1-yl]pentanoic acid F[C@H]1CN(CC[C@H]1F)CCCCC(=O)O